1-(2-bromoethyl)-4-(4-nitrophenyl)piperazine BrCCN1CCN(CC1)C1=CC=C(C=C1)[N+](=O)[O-]